NCC1(CCOCC1)N(C)C 4-aminomethyl-N,N-dimethyltetrahydro-2H-pyran-4-amine